S(=O)(=O)(C1=CC=C(C)C=C1)N1CC(CC1)N1C(=NC=2C1=C1C(=NC2)NC=C1)[C@@H](C)O (1R)-1-(1-(1-tosylpyrrolidin-3-yl)-1,6-dihydroimidazo[4,5-d]Pyrrolo[2,3-b]Pyridin-2-yl)ethanol